5-(5,6-dimethoxy-1H-benzimidazol-1-yl)-3-[[2-(trifluoromethyl)phenyl]methoxy]-2-thiophenecarboxamide COC1=CC2=C(N(C=N2)C2=CC(=C(S2)C(=O)N)OCC2=C(C=CC=C2)C(F)(F)F)C=C1OC